4-(benzylamino)-2-oxobicyclo[2.2.2]octane-1-carboxylic acid hydrochloride Cl.C(C1=CC=CC=C1)NC12CC(C(CC1)(CC2)C(=O)O)=O